C(C1=CC=CC=C1)OC1=CC=2N(C=C1)C(=CN2)C2=CC(=C(C(=O)NC1CC1)C(=C2)OC)OC(F)F 4-(7-benzyloxyimidazo[1,2-a]pyridin-3-yl)-N-cyclopropyl-2-(difluoromethoxy)-6-methoxy-benzamide